COC(=O)C=1C2=CN(N=C2C(=CC1)F)C.OB1N(N=CC2=C1C=CC=C2)C(=O)C2=NC(=CC=C2)C (1-hydroxybenzo[d][1,2,3]diazaborinin-2(1H)-yl)(6-methylpyridin-2-yl)methanone Methyl-7-fluoro-2-methyl-2H-indazole-4-carboxylate